BOC-L-2,4-diaminobutyric acid CC(C)(C)OC(=O)N[C@@H](CCN)C(=O)O